C(C)N1C(NC2=CC(=CC=3C2=C1N=CN3)CN3[C@@H]([C@H](C3)OC=3C=CC(=NC3C)C(=O)NC)C)=O 5-(((2R,3S)-1-((3-ethyl-2-oxo-2,3-dihydro-1H-pyrimido[4,5,6-de]quinazolin-8-yl)methyl)-2-methylazetidin-3-yl)oxy)-N,6-dimethylpicolinamide